3-(N,N-Dimethylamino)-2-methoxy-7-(N-methyl-N-(3-carboxypropyl)amino)phenothiazin-5-ium chloride [Cl-].CN(C)C=1C(=CC2=NC3=CC=C(C=C3[S+]=C2C1)N(CCCC(=O)O)C)OC